methyl (5R)-5-[(1R,3aS,3bS,5aR,6R,7S,9aR,9bS,11aR)-6,7-dihydroxy-9a,11a-dimethylhexadecahydro-1H-cyclopenta[1,2-a]phenanthren-1-yl]hexanoate O[C@H]1[C@H](CC[C@@]2([C@H]3CC[C@]4([C@H]([C@@H]3CC[C@@H]12)CC[C@@H]4[C@@H](CCCC(=O)OC)C)C)C)O